Cl[C@@](C#N)(C(Cl)Cl)C (S)-2,3,3-trichloro-2-methylpropionitrile